4-bromo-3-chloro-N-((1r,4r)-4-hydroxycyclohexyl)benzenesulfonamide BrC1=C(C=C(C=C1)S(=O)(=O)NC1CCC(CC1)O)Cl